C1(=CC=CC=C1)CN1C=CC2=CC(=CC=C12)NS(=O)(=O)C N-[1-(phenylmethyl)-1H-indol-5-yl]-Methanesulfonamide